(4,4'-Dimethoxytrityl)-N-(prop-1-ynyl)-d-biotinamide COC1=CC=C(C(C2=CC=C(C=C2)OC)(C2=CC=CC=C2)C(C(=O)NC#CC)CCC[C@@H]2SC[C@@H]3NC(=O)N[C@H]23)C=C1